N-(3-bromo-5-methanesulfonamidophenyl)-4-phenylthiophene-2-carboxamide BrC=1C=C(C=C(C1)NS(=O)(=O)C)NC(=O)C=1SC=C(C1)C1=CC=CC=C1